ClC=1C=C(C=CC1)C(=O)N1CC(/C(/CC1)=C/C#CC1=NC(=CC=C1)C(F)(F)F)(C)C (3-chlorophenyl)[(4E)-3,3-dimethyl-4-{3-[6-(trifluoromethyl)pyridin-2-yl]prop-2-yn-1-ylidene}piperidin-1-yl]methanone